NC1=C(C(NC(N1C)=O)=O)NC([C@@H](CC=1C=NC=CC1)NC(OC(C)(C)C)=O)=O (R)-tert-Butyl 1-(6-amino-1-methyl-2,4-dioxo-1,2,3,4-tetrahydropyrimidin-5-ylamino)-1-oxo-3-(pyridin-3-yl)propan-2-ylcarbamate